9-(1-bromoethyl)-4,7-dimethylpyrazolo[1,5-a]quinazolin-5(4H)-one BrC(C)C=1C=C(C=C2C(N(C=3N(C12)N=CC3)C)=O)C